NC=1N=C(C(=C(C(=O)O)C1)Br)OC 6-amino-3-bromo-2-methoxyisonicotinic acid